N-(4-(4-amino-5-(3-fluoro-4-((4-methylpyrimidin-2-yl)oxy)phenyl)pyrazolo[5,1-f][1,2,4]triazin-6-yl)-3-chlorophenyl)methacrylamide NC1=NC=NN2C1=C(C(=N2)C2=C(C=C(C=C2)NC(C(=C)C)=O)Cl)C2=CC(=C(C=C2)OC2=NC=CC(=N2)C)F